7-((3-(2,3-dichloro-6-fluorophenyl)pyrrolidin-3-yl)amino)-2-(methyl-d3)isoquinolin-1(2H)-one hydrochloride Cl.ClC1=C(C(=CC=C1Cl)F)C1(CNCC1)NC1=CC=C2C=CN(C(C2=C1)=O)C([2H])([2H])[2H]